N-(3-methoxybenzyl)-3-((2-(3-methoxybenzyloxy)ethoxy)methyl)-N-(3-(pyrrolidin-1-yl)benzyl)aniline COC=1C=C(CN(C2=CC(=CC=C2)COCCOCC2=CC(=CC=C2)OC)CC2=CC(=CC=C2)N2CCCC2)C=CC1